8-(2,4-difluorophenyl)-6-(2-methyl-6-(2-methylpyridin-4-yl)morpholino)-1,3-dihydro-10H-furo[3,4-d]pyrimido[1,6-a]pyrimidin-10-one FC1=C(C=CC(=C1)F)C1=NC(=CC=2N1C(C1=C(N2)COC1)=O)N1CC(OC(C1)C1=CC(=NC=C1)C)C